2-aminohept-4-ene NC(C)CC=CCC